tert-butyl 4-(3-chloropyrazin-2-yl)-4-hydroxypiperidine-1-carboxylate ClC=1C(=NC=CN1)C1(CCN(CC1)C(=O)OC(C)(C)C)O